2-(1-(3,4-dimethoxyphenyl)cyclohexyl)ethan-1-ol COC=1C=C(C=CC1OC)C1(CCCCC1)CCO